mono-1-hexenyl ether C(=CCCCC)OC=CCCCC